FC=1C=C(C=C(C1)F)C=1C(=C(C(=NC1)NC)[N+](=O)[O-])N1C[C@H]([C@@H](CC1)NC(OC(C)(C)C)=O)OC tert-butyl ((3R,4R)-1-(5-(3,5-difluorophenyl)-2-(methylamino)-3-nitropyridin-4-yl)-3-methoxypiperidin-4-yl)carbamate